ClC1=CC=C2C=NC(=NC2=C1C1=NC=CC(=C1)NC(C=C)=O)NC=1C(=NC(=CC1)N1CCN(CC1)C)OC N-(2-(7-chloro-2-((2-methoxy-6-(4-methylpiperazin-1-yl)pyridin-3-yl)amino)quinazolin-8-yl)pyridin-4-yl)acrylamide